BrC=1C=NC(=NC1)C1COC1 5-bromo-2-(oxetan-3-yl)pyrimidine